methyl (1r,4r)-4-({3,5-difluoro-4-[(4-methoxyphenyl)methoxy]benzamido}methyl)cyclohexane-1-carboxylate FC=1C=C(C(=O)NCC2CCC(CC2)C(=O)OC)C=C(C1OCC1=CC=C(C=C1)OC)F